CC1=CC=CC=C1[N+](=O)[O-] NITROTOLUENE